C1(CC1)NC(N(C1CCC(CC1)C1=CC=CC=C1)CC1=CC=C(C=C1)OC)=O 3-cyclopropyl-1-(4-methoxybenzyl)-1-((1r,4r)-4-phenylcyclohexyl)-urea